pentapropylene glycol monotosylate S(=O)(=O)(O)C1=CC=C(C)C=C1.CC(COC(C)COC(C)COC(C)COC(C)CO)O